3-(4-(difluoromethoxy)-3-fluorophenoxy)-N-(3-(N,S-dimethylsulfonimidoyl)phenyl)-6-(trifluoromethyl)pyridazine-4-carboxamide FC(OC1=C(C=C(OC=2N=NC(=CC2C(=O)NC2=CC(=CC=C2)S(=O)(=NC)C)C(F)(F)F)C=C1)F)F